[Na+].NC=1C(=CC2=CC(=CC=C2C1)S(=O)(=O)O)S(=O)(=O)[O-] 3-amino-2,7-naphthalenedisulfonic acid monosodium salt